FC1(C[C@H](NC1=O)COC1=NC=C(C2=CC(=C(C=C12)OC(C)C)C(=O)N)C#C[C@@H]1CC[C@@H](CC1)OCC)F 1-(((S)-4,4-difluoro-5-oxopyrrolidin-2-yl)methoxy)-4-((cis-4-ethoxycyclohexyl)ethynyl)-7-isopropoxyisoquinoline-6-carboxamide